N[C@@H](CC(=O)OCC)C1=CC(=CC=C1)CC1=C(C=CC=C1)C(F)(F)F ethyl (S)-3-amino-3-(3-(2-(trifluoromethyl)benzyl)phenyl)propanoate